8-Chloro-1-[trans-4-(pyridin-2-yloxy)cyclohexyl]-5,6-dihydro-4H-[1,2,4]triazolo[4,3-a][1]benzazepin-5-amin ClC=1C=CC2=C(CC(CC=3N2C(=NN3)[C@@H]3CC[C@H](CC3)OC3=NC=CC=C3)N)C1